tert-butyl N-[(1S)-1-{[(3R)-1-acetylpyrrolidin-3-yl]carbamoyl}-4-aminobutyl]carbamate C(C)(=O)N1C[C@@H](CC1)NC(=O)[C@H](CCCN)NC(OC(C)(C)C)=O